CNC(=O)C1=CC(=CC=2C(COC21)C=2C=NC=CC2)C(=O)N N7-methyl-3-(pyridin-3-yl)-2,3-dihydrobenzofuran-5,7-dicarboxamide